C(C)(C)(C)C1=CC=C(C=C1)C1=C(C=CC=C1)I 4'-(tert-butyl)-2-iodo-1,1'-biphenyl